C1(=CC=CC=C1)P(C1=C(C2=C(SC3=C2C=C(C=C3)P(C3=CC=CC=C3)C3=CC=CC=C3)C=C1)C=CC(=O)OCCCC(C)O[Si](OCC)(OCC)C)C1=CC=CC=C1 2,8-di(diphenylphosphino)dibenzothiopheneacryloxypropyl-methyl-triethoxysilane